(2S,6R)-2,6-dimethyl-4-(3-(4-(trifluoromethyl)phenyl)imidazo[1,2-b]pyridazin-6-yl)morpholine C[C@H]1CN(C[C@H](O1)C)C=1C=CC=2N(N1)C(=CN2)C2=CC=C(C=C2)C(F)(F)F